(1'R,2'R,4'S)-5'-methyl-2'-(prop-1-en-2-yl)-4-(6-(trifluoromethyl)pyridin-3-yl)-1',2',3',4'-tetrahydro-[1,1'-biphenyl]-2,4',6-triol CC=1[C@H](C[C@H]([C@@H](C1)C=1C(=CC(=CC1O)C=1C=NC(=CC1)C(F)(F)F)O)C(=C)C)O